3-(Diethoxymethylsilyl)propyl 2-methyl-2-propenoate CC(C(=O)OCCC[SiH2]C(OCC)OCC)=C